N6-cyclopropyl-N4-{(1R)-1-[3-(difluoromethyl)-2-fluorophenyl]ethyl}-N6,2-dimethylpyrido[3,4-d]pyrimidine-4,6-diamine C1(CC1)N(C1=CC2=C(N=C(N=C2N[C@H](C)C2=C(C(=CC=C2)C(F)F)F)C)C=N1)C